tert-butyl ((2R)-1-((2S,4S)-2-((4-(2-amino-2-oxoacetyl)oxepan-4-yl)carbamoyl)-4-(5-(2-hydroxypropan-2-yl)-1H-1,2,3-triazol-1-yl)pyrrolidin-1-yl)-3-cyclohexyl-1-oxopropan-2-yl)carbamate NC(C(=O)C1(CCOCCC1)NC(=O)[C@H]1N(C[C@H](C1)N1N=NC=C1C(C)(C)O)C([C@@H](CC1CCCCC1)NC(OC(C)(C)C)=O)=O)=O